tert-butyl N-[2-[(3-chloro-2-fluoro-phenyl)methyl-cyclopropyl-amino]ethyl]carbamate ClC=1C(=C(C=CC1)CN(CCNC(OC(C)(C)C)=O)C1CC1)F